C(C)OC1=NC=CC=C1C1=NC(=CC=C1)C(=O)N 2'-ethoxy-[2,3'-bipyridine]-6-carboxamide